4-((2-methylpyridin-3-yl)methyl)piperidine-1,4-dicarboxylic acid 1-tert-butyl 4-ethyl ester C(C)OC(=O)C1(CCN(CC1)C(=O)OC(C)(C)C)CC=1C(=NC=CC1)C